4-[4-[[2,6-Dioxopiperidin-3-yl]oxy]phenyl]-3,3-difluoropiperidine-1-carboxylic acid tert-butyl ester C(C)(C)(C)OC(=O)N1CC(C(CC1)C1=CC=C(C=C1)OC1C(NC(CC1)=O)=O)(F)F